7-bromo-4-oxo-4,5-dihydroimidazo[1,5-a]quinoxaline-9-carbonitrile BrC=1C=C2NC(C=3N(C2=C(C1)C#N)C=NC3)=O